amino-thiopheneamide NC1=C(SC=C1)C(=O)N